NC1=NSC2=C1C=C(C=C2)C2=C(C=C(C=C2)NC(=O)C=2C(N(C=CC2OCC)C2=CC=C(C=C2)F)=O)F N-(4-(3-aminobenzo[d]isothiazol-5-yl)-3-fluorophenyl)-4-ethoxy-1-(4-fluorophenyl)-2-oxo-1,2-dihydropyridine-3-carboxamide